C1=CC=CC=2C3=CC=CC=C3C(C12)COC(=O)N[C@H](C(=O)O)CCS(=O)(=O)C (2S)-2-[9H-fluoren-9-ylmethoxycarbonylamino]-4-methanesulfonyl-butyric acid